3,6-dibromo-9-butyl-9H-carbazole BrC=1C=CC=2N(C3=CC=C(C=C3C2C1)Br)CCCC